6-chloro-5-(2-methoxyphenoxy)-2-(4-methoxyphenyl)pyrimidin-4-amine ClC1=C(C(=NC(=N1)C1=CC=C(C=C1)OC)N)OC1=C(C=CC=C1)OC